7-(4-chlorothiophen-2-yl)-8-iodo-6-(trifluoromethyl)quinazoline ClC=1C=C(SC1)C1=C(C=C2C=NC=NC2=C1I)C(F)(F)F